2-(Acetylamino)-2-deoxy-beta-D-galactopyranose C(C)(=O)N[C@H]1[C@H](O)O[C@@H]([C@@H]([C@@H]1O)O)CO